methoxy-2-((4,6-dimethoxy-pyrimidin-2-yl)seleno)benzoic acid COC=1C(=C(C(=O)O)C=CC1)[Se]C1=NC(=CC(=N1)OC)OC